6-chloro-8-(4-chloro-2-fluorophenyl)-5-fluoro-2,3-dimethylpyrido[3,4-d]pyrimidin-4(3H)-one ClC1=C(C2=C(N=C(N(C2=O)C)C)C(=N1)C1=C(C=C(C=C1)Cl)F)F